F[C@@H]1CC(C[C@H]1F)CN1N=CC(=C1)C=1C=CC(=NC1C1=CC=2N(C=C1)C=C(N2)C)C#N 5-(1-(((3R,4R)-3,4-Difluorocyclopentyl)methyl)-1H-pyrazol-4-yl)-6-(2-methylimidazo[1,2-a]pyridin-7-yl)picolinonitril